CC([C@H](C1=NC=CC=C1)NC(=O)C=1C=2C[C@@H]3[C@H](C2N(N1)C1=C(C=C(C=C1)F)F)C3)(C)C (1aR,5aR)-2-(2,4-Difluoro-phenyl)-1a,2,5,5a-tetrahydro-1H-2,3-diaza-cyclopropa[a]pentalene-4-carboxylic acid ((R)-2,2-dimethyl-1-pyridin-2-yl-propyl)-amide